hexahydro-3,6-methylenebenzofuran-2(3H)-one C1C2C(OC3C2CCC1C3)=O